(6-(3-cyclopropyl-1H-1,2,4-triazol-1-yl)-2-azaspiro[3.3]heptan-2-yl)((3aR,5s,6aS)-5-(4-(difluoromethoxy)-2-fluorophenoxy)hexahydrocyclopenta[c]pyrrol-2(1H)-yl)methanone C1(CC1)C1=NN(C=N1)C1CC2(CN(C2)C(=O)N2C[C@@H]3[C@H](C2)CC(C3)OC3=C(C=C(C=C3)OC(F)F)F)C1